C(CCCCCCC)(O)O Octane-diol